C(C)(C)(C)NC(=O)C1=C(C(=O)O)C=CC=C1 (tert-butylcarbamoyl)benzoic acid